tert-butyl 2-((2-(6-(1-methyl-1H-pyrazol-4-yl)-2-oxo-3-(phenethylamino)pyrazin-1(2H)-yl)acetamido)methyl)-6,7-dihydrothieno[3,2-c]pyridine-5(4H)-carboxylate CN1N=CC(=C1)C1=CN=C(C(N1CC(=O)NCC1=CC=2CN(CCC2S1)C(=O)OC(C)(C)C)=O)NCCC1=CC=CC=C1